5-methylhexadecanedioic acid CC(CCCC(=O)O)CCCCCCCCCCC(=O)O